3-[methyl ([6-[7-(pyrazol-1-yl)-3-[[2-(trimethylsilyl)ethoxy]methyl]-1,2,3-benzotriazol-4-yl]pyridazin-3-yl])amino]-8-azabicyclo[3.2.1]octane-8-carboxylate CN(C1CC2CCC(C1)N2C(=O)[O-])C=2N=NC(=CC2)C2=CC=C(C=1N=NN(C12)COCC[Si](C)(C)C)N1N=CC=C1